C1(=CC=CC=C1)\C(=C(/C1=CC=C(C=C1)OCCN1CCNCC1)\C1=CC=C(C=C1)O)\CC (Z)-4-(2-phenyl-1-(4-(2-(piperazin-1-yl)ethoxy)phenyl)but-1-en-1-yl)phenol